N1=C(C(=NC=C1)C(=O)N)C(=O)N pyrazine-2,3-dicarbamide